COCCN1C=CC2=CC=CC=C12 1-(2-methoxyethyl)indole